C(CC(C1CCCO1)O)C(C1CCCO1)O ethylenebistetrahydrofurfuryl alcohol